FC1=C(C(=CC2=C1C[C@@H](CS2)NCCC2(CCCC2)CO)O)N2CC(N[SH2]2=O)=O 5-[(3S)-5-fluoro-7-hydroxy-3-({2-[1-(hydroxymethyl)cyclopentyl]ethyl}amino)-3,4-dihydro-2H-1-benzothiopyran-6-yl]-1λ6,2,5-thiadiazolidine-1,3-dione